BrC1=CC=C(S1)[C@@H](C)NC(=O)C1=NN(C(C=C1)=O)C1=C(C=CC=C1)F N-[(1R)-1-(5-bromo-2-thienyl)ethyl]-1-(2-fluorophenyl)-6-oxopyridazine-3-carboxamide